4-(4-((5-cyclopropyl-3-(2-(trifluoromethoxy)phenyl)isoxazol-4-yl)methoxy)azepan-1-yl)benzonitrile C1(CC1)C1=C(C(=NO1)C1=C(C=CC=C1)OC(F)(F)F)COC1CCN(CCC1)C1=CC=C(C#N)C=C1